7-bromo-9,9-dimethyl-N-(naphthalen-1-yl)-N-phenyl-9H-fluoren-2-amine BrC1=CC=C2C=3C=CC(=CC3C(C2=C1)(C)C)N(C1=CC=CC=C1)C1=CC=CC2=CC=CC=C12